N1(ON(ON(O1)CCCCCCN=C=O)CCCCCCN=C=O)CCCCCCN=C=O (2,4,6-trioxatriazine-1,3,5(2h,4h,6h)-tri-yl)tris(hexamethylene) isocyanate